N-(p-tolylthio)pivaloamide bis(2,4-di-tert-butylphenyl)phosphite C(C)(C)(C)C1=C(C=CC(=C1)C(C)(C)C)OP(OC1=C(C=C(C=C1)C(C)(C)C)C(C)(C)C)O.C1(=CC=C(C=C1)SNC(C(C)(C)C)=O)C